CN(C[C@@](C(F)(F)C=1C(=C(C=CC1)[C@@H](C)NC1=NC(=NC2=CC3=C(C=C12)N(C([C@]3(C)OC)=O)C)C)F)(C)O)C |&1:3| (R)-4-(((R)-1-(3-((R/S)-3-(dimethylamino)-1,1-difluoro-2-hydroxy-2-methylpropyl)-2-fluorophenyl)ethyl)amino)-8-methoxy-2,6,8-trimethyl-6,8-dihydro-7H-pyrrolo[2,3-g]quinazolin-7-one